(6-methylamino-pyrazin-2-yl)-methanone CNC1=CN=CC(=N1)C=O